methyl 1-methyl-2-(trifluoromethyl)-1H-imidazole-4-carboxylate CN1C(=NC(=C1)C(=O)OC)C(F)(F)F